(R)-N-(3-(7-methyl-1H-indazol-5-yl)-1-(4-(1-methylpiperidin-4-yl)piperazin-1-yl)-1-oxopropane-2-yl)-4-(6-oxo-2,3,6,7-tetrahydrothieno[2,3-b]pyridin-5-yl)piperidine-1-carboxamide CC=1C=C(C=C2C=NNC12)C[C@H](C(=O)N1CCN(CC1)C1CCN(CC1)C)NC(=O)N1CCC(CC1)C1=CC2=C(NC1=O)SCC2